5-bromo-3-chloro-1,6-dimethylpyridin-2(1H)-one BrC=1C=C(C(N(C1C)C)=O)Cl